(2S)-2-(benzyloxycarbonylamino)-3-(3-benzyloxy-4-hydroxyphenyl)propanoic acid C(C1=CC=CC=C1)OC(=O)N[C@H](C(=O)O)CC1=CC(=C(C=C1)O)OCC1=CC=CC=C1